N'-methylpyrazine CN1CC=NC=C1